ClC1=C(C(=CC=C1)F)NC(NC=1C=NN(C1)C=1C=C(SC1C)C(=O)N[C@H]1COCC1)=O (R)-4-(4-(3-(2-chloro-6-fluorophenyl)ureido)-1H-pyrazol-1-yl)-5-methyl-N-(tetrahydrofuran-3-yl)thiophene-2-carboxamide